C(#N)C1=CC(=C(C(=O)O)C=C1)NC1=C(C=C(C=C1)F)OC 4-cyano-2-((4-fluoro-2-methoxyphenyl)amino)benzoic acid